N-[3-(1H-benzimidazol-2-yl)phenyl]-2-[(1-methylethyl)thio]acetamide N1C(=NC2=C1C=CC=C2)C=2C=C(C=CC2)NC(CSC(C)C)=O